N-(4-chloro-2-nitro-benzyloxycarbonyl)imidazole ClC1=CC(=C(COC(=O)N2C=NC=C2)C=C1)[N+](=O)[O-]